methyl[(7-oxabicyclo[4.1.0]hept-3-yl)methyl][2-(7-oxabicyclo[4.1.0]hept-3-yl)ethyl]silane C[SiH](CCC1CC2OC2CC1)CC1CC2OC2CC1